NC=1C=CC2=C(OCCN2CCO)C1 2-(7-amino-2H-benzo[b][1,4]oxazin-4(3H)-yl)ethanol